2-methyl-5-(4,4,5,5-tetramethyl-1,3,2-dioxaborolan-2-yl)-1,3-oxazole CC=1OC(=CN1)B1OC(C(O1)(C)C)(C)C